acetyltaurine magnesium [Mg].C(C)(=O)NCCS(=O)(=O)O